2-[(2S,5R)-2,5-Dimethylpyrrolidin-1-yl]-6-(3-fluoro-5-isopropoxyphenyl)-N-(1H-pyrazol-5-ylsulfonyl)pyridin-3-carboxamid C[C@@H]1N([C@@H](CC1)C)C1=NC(=CC=C1C(=O)NS(=O)(=O)C1=CC=NN1)C1=CC(=CC(=C1)OC(C)C)F